4-((1H-pyrazol-4-yl)amino)-6-(2,6-difluorophenyl)pyridazine-3-carboxylate N1N=CC(=C1)NC1=C(N=NC(=C1)C1=C(C=CC=C1F)F)C(=O)[O-]